pentyl n-octyl ether C(CCCCCCC)OCCCCC